6-(3-(2,2-difluoroethyl)-5-(piperidin-4-yl)-1H-indol-2-yl)-8-fluoroimidazo[1,2-a]pyridine FC(CC1=C(NC2=CC=C(C=C12)C1CCNCC1)C=1C=C(C=2N(C1)C=CN2)F)F